CC1(OCC([C@H](O1)C(=O)NCCC(=O)O)(C)C)C (s)-3-(2,2,5,5-tetramethyl-1,3-dioxane-4-carboxamido)propanoic acid